N1CC(C1)NC=1C=CC(=C(C(=O)N[C@H](C)C2=CC(=CC=C2)C=2SC(=CN2)CN2CCCC2)C1)C (R)-5-(azetidin-3-ylamino)-2-methyl-N-(1-(3-(5-(pyrrolidin-1-ylmethyl)thiazol-2-yl)phenyl)ethyl)benzamide